dichloro(1,1'-di(diphenylphosphino)ferrocene) palladium [Pd].ClC1=C([C-](C=C1)P(C1=CC=CC=C1)C1=CC=CC=C1)Cl.[C-]1(C=CC=C1)P(C1=CC=CC=C1)C1=CC=CC=C1.[Fe+2]